7-chloro-N-(3-methoxy-2,6-dimethylphenyl)-5-methyl-[1,2,4]triazolo[1,5-a]pyridin-8-amine ClC1=C(C=2N(C(=C1)C)N=CN2)NC2=C(C(=CC=C2C)OC)C